(E)-3-(Cyclopentyl-2,2,3,3,4,4,5,5-d8)acrylonitrile C1(C(C(C(C1([2H])[2H])([2H])[2H])([2H])[2H])([2H])[2H])/C=C/C#N